[C@H](C)(CC)[C@H](NC(C(N(C)C)(C)C)=O)C(N([C@H](C[C@@H](OC(C)=O)C=1SC=C(N1)C(=O)NC(CC(C(=O)O)C)C)C(C)C)C)=O 4-(2-((6S,9R,11R)-6-((S)-sec-butyl)-9-isopropyl-2,3,3,8-tetramethyl-4,7,13-trioxo-12-oxa-2,5,8-triazatetradecan-11-yl)thiazol-4-carboxamido)-2-methylpentanoic acid